9-propyl-tetracyclo[6.2.1.13,6.02,7]-4-dodecene C(CC)C1C2C3C4C=CC(C3C(C1)C2)C4